C(C=1C(C(=O)OCCCCCCCCC)=CC=CC1)(=O)OCCCCCCCCC Dinonyl phthalat